C(CC(=O)N)[C@H](C(=O)O)N The molecule is the D-enantiomer of glutamine. It has a role as a mouse metabolite. It is a D-alpha-amino acid and a glutamine. It is a conjugate base of a D-glutaminium. It is a conjugate acid of a D-glutaminate. It is an enantiomer of a L-glutamine. It is a tautomer of a D-glutamine zwitterion.